N(C(=O)N)CCC[Si](OCCCCCC)(OCCCCCC)OCCCCCC gamma-ureidopropyl-trihexyloxysilane